1-(2-(azepan-1-yl)ethyl)-3-(4-methyl-2-(piperidin-1-yl)quinolin-6-yl)thiourea N1(CCCCCC1)CCNC(=S)NC=1C=C2C(=CC(=NC2=CC1)N1CCCCC1)C